CC1=NOC(=C1)NC(=O)C1=NC=NC(=C1)C1=CC(=CC=C1)Cl 6-(3-Chloro-phenyl)-pyrimidine-4-carboxylic acid (3-methyl-isoxazol-5-yl)-amide